NCC(C[Si](OCCCCCCCCCCCCCCCC)(OCCCCCCCCCCCCCCCC)OCCCCCCCCCCCCCCCC)C 3-amino-2-methylpropyl(trihexadecanoxysilane)